((1r,3s,5R,7S)-3-hydroxyadamantan-1-yl)carbamic acid phenyl ester C1(=CC=CC=C1)OC(NC12CC3(C[C@H](C[C@@H](C1)C3)C2)O)=O